1-(1-(6-ethoxy-5-methoxypyridin-2-yl)-2-(methylsulfonyl)ethyl)-5-(2-fluorophenyl)-3-methyl-1H-benzo[d]imidazol-2(3H)-one C(C)OC1=C(C=CC(=N1)C(CS(=O)(=O)C)N1C(N(C2=C1C=CC(=C2)C2=C(C=CC=C2)F)C)=O)OC